2-Oxo-10-methylthiodecanoic acid O=C(C(=S)O)CCCCCCCCC